CS(=O)(=O)NC1=CC=C(C=C1)C=1C=CC=2C(=NC=C3C=CC(N(C23)C=2C=C(C=CC2)NC(C=C)=O)=O)C1 N-(3-(8-(4-(Methylsulfonamido)phenyl)-2-oxobenzo[h][1,6]naphthyridin-1(2H)-yl)phenyl)acrylamide